NCC(C)C=1N=CSC1C(=O)OC methyl 4-(2-amino-1-methyl-ethyl)thiazole-5-carboxylate